COCOC1=CC=C(C(=C1C(=O)[O-])C)C 6-(methoxymethoxy)-2,3-dimethylbenzoate